C1(=CC=CC=C1)C1C(C(=O)OCC=C)=CC=C(C1(C1=CC=CC=C1)C1=CC=CC=C1)C allyl 2,3,3-triphenyl-4-methylbenzoate